3-(3,8-Diazabicyclo[3.2.1]oct-3-ylmethyl)-2-(6-isopropylpyridin-3-yl)imidazo[1,2-a]pyridine dihydrochloride Cl.Cl.C12CN(CC(CC1)N2)CC2=C(N=C1N2C=CC=C1)C=1C=NC(=CC1)C(C)C